2-[(3R)-3-methylmorpholin-4-yl]-8-[1-(tetrahydro-2H-pyran-2-yl)-1H-pyrazol-5-yl]-1,7-naphthyridin-4-yl trifluoromethanesulfonate FC(S(=O)(=O)OC1=CC(=NC2=C(N=CC=C12)C1=CC=NN1C1OCCCC1)N1[C@@H](COCC1)C)(F)F